6-bromo-4-methylpyridin-2-amine BrC1=CC(=CC(=N1)N)C